C5-chloro-2-[5-(chloromethyl)-1,3,4-oxadiazol-2-yl]pyrimidine ClC=1C=NC(=NC1)C=1OC(=NN1)CCl